1-ISOCYANO-3-(TRIFLUOROMETHOXY)BENZENE [N+](#[C-])C1=CC(=CC=C1)OC(F)(F)F